NC(C(=O)N)C1=CC2=C(N(CCO2)C(=O)OC(C)(C)C)C=C1 tert-butyl 7-(1,2-diamino-2-oxo-ethyl)-2,3-dihydro-1,4-benzoxazine-4-carboxylate